C(C)(C)(C)OC(=O)ONC(OC(C)(C)C)=O Tert-butyl (tert-butoxycarbonyl)oxycarbamate